2-(6,7-Dihydro-5H-pyrrolo[1,2-c]imidazol-1-yl)-2-[4-fluoro-1-oxo-6-[4-(piperazin-1-ylmethyl)phenyl]isoindolin-2-yl]-N-thiazol-2-yl-acetamide C1(=C2N(C=N1)CCC2)C(C(=O)NC=2SC=CN2)N2C(C1=CC(=CC(=C1C2)F)C2=CC=C(C=C2)CN2CCNCC2)=O